6-(cyclopentyl(methyl)amino)-2-(6-(5,5-Dimethyl-6,7-dihydro-5H-pyrrolo[2,1-c][1,2,4]triazol-3-yl)pyridin-2-yl)-4-((methylamino)methyl)-2,3-dihydro-1H-pyrrolo[3,4-c]pyridin-1-one C1(CCCC1)N(C1=CC2=C(C(=N1)CNC)CN(C2=O)C2=NC(=CC=C2)C=2N1C(=NN2)CCC1(C)C)C